ClC1=C(C=C(C=C1)[C@H]1CC2(CN(C2)C(=O)C2CC(C2)(C)O)CC1)CC |r| (rac)-(6-(4-Chloro-3-ethylphenyl)-2-azaspiro[3.4]octan-2-yl)((1s,3s)-3-hydroxy-3-methylcyclobutyl)methanon